4-chloro-6-(2-fluorophenyl)-N-isopropyl-1,3,5-triazin-2-amine ClC1=NC(=NC(=N1)C1=C(C=CC=C1)F)NC(C)C